(±)-Malic Acid C([C@H](O)CC(=O)O)(=O)O |r|